The molecule is an alanine derivative that is the N-furoyl derivative of methyl N-(2,6-dimethylphenyl)alaninate It is an alanine derivative, an aromatic amide, a carboxamide, a member of furans and a methyl ester. CC1=C(C(=CC=C1)C)N(C(C)C(=O)OC)C(=O)C2=CC=CO2